dimethyl 1-bromo-4-methyl-3-[2-(methylamino)-2-oxoethoxy]-5,7-dihydrocyclopenta[c]pyridine-6,6-dicarboxylate BrC1=NC(=C(C2=C1CC(C2)(C(=O)OC)C(=O)OC)C)OCC(=O)NC